ClC=1C=C(C=CC1)C1=CC(=CC=C1)CC(=O)N1CC2=C(CCC1)N=C(NC2=O)C2(CC2)C2=CC(=CC=C2)C(C)C 6-(2-(3'-chloro-[1,1'-biphenyl]-3-yl)acetyl)-2-(1-(3-isopropylphenyl)cyclopropyl)-3,5,6,7,8,9-hexahydro-4H-pyrimido[5,4-c]azepin-4-one